CN1N=CC(=C1)C1=NNC2=NC(=NC=C21)N 3-(1-methyl-1H-pyrazole-4-yl)-1H-pyrazolo[3,4-d]pyrimidine-6-amine